2-[[3-[5,7-Difluoro-2-(4-fluorophenyl)-1H-indol-3-yl]cyclobutyl]amino]acetamide FC=1C=C2C(=C(NC2=C(C1)F)C1=CC=C(C=C1)F)C1CC(C1)NCC(=O)N